C1(=CC=CC=C1)CCC#C 4-phenyl-1-butyne